FC1(CCC(CC1)N[C@@H]1[C@H](CCCC1)CC=1C(=C2CN(C(C2=CC1)=O)[C@@H]1C(NC(CC1)=O)=O)F)F (S)-3-(5-(((1R,2S)-2-((4,4-difluorocyclohexyl)amino)cyclohexyl)methyl)-4-fluoro-1-oxoisoindolin-2-yl)piperidine-2,6-dione